8-(2-Diethylamino-ethoxy)-3-dimethylamino-6,6-dimethyl-5,6-dihydro-benzo[b]carbazol-11-one C(C)N(CCOC=1C=CC2=C(C(C=3NC4=CC(=CC=C4C3C2=O)N(C)C)(C)C)C1)CC